ClC=1C=2N(C=CN1)C(=CC2)C(O)C2=CC(=C(C(=C2)F)F)F (1-chloropyrrolo[1,2-a]pyrazin-6-yl)(3,4,5-trifluorophenyl)methanol